rel-tert-butyl (3R,4R)-3-hydroxy-4-((tosyloxy)methyl)piperidine-1-carboxylate O[C@H]1CN(CC[C@@H]1COS(=O)(=O)C1=CC=C(C)C=C1)C(=O)OC(C)(C)C |o1:1,6|